The molecule is a cyclodepsipeptide isolated from Jaspis splendens. It has a role as an antineoplastic agent, an animal metabolite and a marine metabolite. It is a member of phenols, a cyclodepsipeptide and a member of indoles. C[C@@H]\\1C[C@@H](OC(=O)C[C@@H](NC(=O)[C@H](N(C(=O)[C@@H](NC(=O)[C@H](C/C(=C1)/C)C)C)C)CC2=CNC3=CC=CC=C32)C4=CC=C(C=C4)O)C